NC1C(CCCC1)C1(CN(C1)C(=O)C1=C(C(=C(C=C1)F)F)NC1=C(C=C(C=C1)I)F)O 3-(2-aminocyclohexyl)-1-({3,4-difluoro-2-[(2-fluoro-4-iodophenyl)amino]phenyl}carbonyl)azetidin-3-ol